5-((1-(1-methyl-1H-pyrazol-4-yl)-1H-pyrazolo[4,3-b]pyridin-6-yl)oxy)-5,6,7,8-tetrahydronaphthalene-2-carbonitrile CN1N=CC(=C1)N1N=CC2=NC=C(C=C21)OC2C=1C=CC(=CC1CCC2)C#N